1,2-Dimethyl-3-Propylimidazol bis(trifluoromethylsulfonyl)imid [N-](S(=O)(=O)C(F)(F)F)S(=O)(=O)C(F)(F)F.CN1C(N(C=C1)CCC)C